CNC1=NC(=NC(=C1)C)NC=1C=C2CCCOC2=C(C1C)C=1CCCNCC1 N4,6-dimethyl-N2-[7-methyl-8-(2,3,4,7-tetrahydro-1H-azepin-5-yl)chroman-6-yl]pyrimidine-2,4-diamine